(S)-N-{3-[(1,3-Dimethyl-azetidin-3-yl)-hydroxy-(4-isopropyl-phenyl)-methyl]-benzyl}-benzenesulfonamide CN1CC(C1)(C)[C@@](C=1C=C(CNS(=O)(=O)C2=CC=CC=C2)C=CC1)(C1=CC=C(C=C1)C(C)C)O